CN(C1=NC=2N(C3=CC=C(C=C13)CO)C=NN2)C2=CC=CC=C2 (5-(methyl-(phenyl)amino)-[1,2,4]triazolo[4,3-a]quinazolin-7-yl)methanol